4-Amino-N-(2,3-dihydro-1H-inden-2-yl)-6-(pyridin-3-ylamino)picolinamide NC1=CC(=NC(=C1)NC=1C=NC=CC1)C(=O)NC1CC2=CC=CC=C2C1